FC=1C=2N(C=C(C1)C=1N=CC3=C(N1)C=CN(C3=O)C3CCNCC3)C=C(N2)C 2-(8-fluoro-2-methylimidazo[1,2-a]pyridin-6-yl)-6-(piperidin-4-yl)pyrido[4,3-d]pyrimidin-5(6H)-one